5-(4-acetylcyclohexyl)-2-{[2-(trimethylsilyl)ethoxy]methyl}-2H,4H,5H-pyrazolo[4,3-c]pyridin-4-one C(C)(=O)C1CCC(CC1)N1C(C=2C(C=C1)=NN(C2)COCC[Si](C)(C)C)=O